{5-[(5-{[(1S,2S)-2-hydroxycyclohexyl]carbamoyl}-2-methylanilino)methyl]pyrazin-2-yl}carbamic acid tert-butyl ester C(C)(C)(C)OC(NC1=NC=C(N=C1)CNC1=C(C=CC(=C1)C(N[C@@H]1[C@H](CCCC1)O)=O)C)=O